FC1=CC=C(C=C1)C(N1C[C@@H](N(C[C@H]1COC)C(=O)OC(C)(C)C)C)C1=CC=C(C=C1)F tert-butyl (2S,5S)-4-(bis(4-fluorophenyl)methyl)-5-(methoxymethyl)-2-methylpiperazine-1-carboxylate